Cl.C(C)N=C=NC(CC)N(C)C (((ethylimino)methylene)amino)-N,N-dimethylpropan-1-amine hydrochloride